1-N-[6-(6-carbamoyl-7-methoxyquinolin-4-yl)oxy-5-fluoropyridin-3-yl]-1-N'-(4-fluorophenyl)-1-N'-methylcyclopropane-1,1-dicarboxamide C(N)(=O)C=1C=C2C(=CC=NC2=CC1OC)OC1=C(C=C(C=N1)NC(=O)C1(CC1)C(=O)N(C)C1=CC=C(C=C1)F)F